FC(CN[C@]1(CN(CC1)C(=O)OC(C)(C)C)C)F tert-butyl (R)-3-((2,2-difluoroethyl)amino)-3-methylpyrrolidine-1-carboxylate